Cl.Cl.C1NCCC2=CC=NC=C12 1,2,3,4-tetrahydro-2,7-naphthyridine dihydrochloride